C(C)OC(C(=O)C=1C(=C(N2C[C@@H]3[C@H](C12)C3)C(=O)OC)C)=O methyl (1aS,6bR)-6-(2-ethoxy-2-oxoacetyl)-5-methyl-1,1a,2,6b-tetrahydrocyclopropa[a]pyrrolizine-4-carboxylate